C(#N)C1=C(OC=2C=C3C(N(C=NC3=CC2)CCCC2CCN(CC2)CC(=O)N2CCC(CC2)C2=CC=C(C=C2)NC2C(NC(CC2)=O)=O)=O)C(=CC=C1NS(N(C)CC)(=O)=O)F 6-[2-cyano-3-[[ethyl(methyl)sulfamoyl]amino]-6-fluoro-phenoxy]-3-[3-[1-[2-[4-[4-[(2,6-dioxo-3-piperidyl)amino]phenyl]-1-piperidyl]-2-oxo-ethyl]-4-piperidyl]propyl]-4-oxo-quinazoline